2-(2-(2-oxoimidazolidin-1-yl)ethoxy)-1-naphthyridinecarbonitrile oxide O=C1N(CCN1)CCOC1N(C2=NC=CC=C2C=C1)C#[N+][O-]